hexane-1-thiol C(CCCCC)S